3-((6-fluoro-4-vinyl-1H-indol-5-yl)oxy)-N-methylbenzimidamide FC1=C(C(=C2C=CNC2=C1)C=C)OC=1C=C(C(NC)=N)C=CC1